C(CCC)C1(OC(C2=CC=CC=C12)=O)O 3-n-butyl-3-hydroxyl-1(3H)-isobenzofuranone